3-(6-Bromopyridin-3-yl)-2-((diphenylmethylene)amino)propionitrile BrC1=CC=C(C=N1)CC(C#N)N=C(C1=CC=CC=C1)C1=CC=CC=C1